5-methyl-2-(trifluoromethyl)-5,6-dihydroimidazo[2,1-a]isoquinoline CC1N2C(C3=CC=CC=C3C1)=NC(=C2)C(F)(F)F